1-[bis(Dimethylamino)methylene]-1H-1,2,3-triazolo[4,5-b]pyridinium 3-oxid hexafluorophosphate CN(C)C(=[N+](C)C)ON1C2=C(C=CC=N2)N=N1.F[P-](F)(F)(F)(F)F